dihydroxy-1,3-diisopropylbenzene OC1=CC(=C(C=C1C(C)C)C(C)C)O